3-{[2-(4-Chlorophenyl)imidazo[1,2-a]pyridin-3-yl]methyl}-N-(2,5-dimethylphenyl)-3,8-diazabicyclo[3.2.1]octane-8-carboxamide ClC1=CC=C(C=C1)C=1N=C2N(C=CC=C2)C1CN1CC2CCC(C1)N2C(=O)NC2=C(C=CC(=C2)C)C